tert-butyl 4-(2-(3,4-dimethoxyphenyl)-1H-benzo[d]imidazol-6-yl)-3,6-dihydropyridine-1(2H)-carboxylate COC=1C=C(C=CC1OC)C1=NC2=C(N1)C=C(C=C2)C=2CCN(CC2)C(=O)OC(C)(C)C